tert-butyl (2-amino-5-(4-isopropylpiperazin-1-yl)phenyl)carbamate NC1=C(C=C(C=C1)N1CCN(CC1)C(C)C)NC(OC(C)(C)C)=O